ClC1=C(C=CC=C1)[C@H]1C[C@H](C=2N1N=C(N2)[S@@](=O)CC#N)F 2-[(S)-[(5R,7R)-5-(2-Chlorophenyl)-7-fluoro-6,7-dihydro-5H-pyrrolo[1,2-b][1,2,4]triazol-2-yl]sulfinyl]acetonitril